Chloromethyl-(dimethyl)silane ClC[SiH](C)C